[Si](C)(C)(C(C)(C)C)OC[C@@H](C1=CC=C(C=C1)C#C)NC(=O)[C@H]1N(C[C@@H](C1)O)C([C@H](C(C)(C)C)NC(CCCCCC(=O)O)=O)=O 7-(((S)-1-((2S,4R)-2-(((R)-2-((tert-butyldimethylsilyl)oxy)-1-(4-ethynylphenyl)ethyl)carbamoyl)-4-hydroxypyrrolidin-1-yl)-3,3-dimethyl-1-oxobutan-2-yl)amino)-7-oxoheptanoic acid